1-(6-(((1S,3S)-3-aminocyclopentyl)amino)pyridin-3-yl)-3-methyl-1,3-dihydro-2H-benzo[d]imidazol-2-one N[C@@H]1C[C@H](CC1)NC1=CC=C(C=N1)N1C(N(C2=C1C=CC=C2)C)=O